butyl ((S)-(((2R,3S,4R,5S)-5-(4-aminopyrrolo[2,1-f][1,2,4]triazin-7-yl)-2-(fluoromethyl)-3,4-dihydroxytetrahydrofuran-2-yl)methoxy)(phenoxy)phosphoryl)-L-alaninate NC1=NC=NN2C1=CC=C2[C@H]2[C@@H]([C@@H]([C@@](O2)(CF)CO[P@](=O)(OC2=CC=CC=C2)N[C@@H](C)C(=O)OCCCC)O)O